C1(CCCCC1)CN1CCC(CC1)CCNC(=O)C1CCN(CC1)C1=CC=C(C=C1)OC(F)(F)F N-{2-[1-(cyclohexylmethyl)piperidin-4-yl]ethyl}-1-[4-(trifluoromethoxy)phenyl]piperidine-4-carboxamide